C(C1CO1)OC1=CC=C(C=C1)C=CCC=C 5-p-glycidoxyphenyl-1,4-pentadiene